[PH2](=O)O hypophosphorous acid